C1(=CC=CC2=CC=CC=C12)CC=1C(=C2N(C(C1)=O)C(CN2)C(=O)O)C2=CC(=CC=C2)C(F)(F)F 7-(naphthalen-1-ylmethyl)-5-oxo-8-(3-(trifluoromethyl)phenyl)-1,2,3,5-tetrahydroimidazo[1,2-a]pyridine-3-carboxylic acid